1,5-bis[2-(3,4-epoxycyclohexyl)ethyl]-1,3,5-triphenyl-1,3,5-trimethyltrisiloxane C1(CC2C(CC1)O2)CC[Si](O[Si](O[Si](C)(C2=CC=CC=C2)CCC2CC1C(CC2)O1)(C)C1=CC=CC=C1)(C)C1=CC=CC=C1